1-(4-Methyl-3,6,7,8-tetrahydro-1H-2,5-diaza-as-indacen-2-yl)-2-[1-(2-trifluoromethyl-pyridin-4-yl)-azetidin-3-yl]-ethanone CC1=C2CN(CC2=C2CCCC2=N1)C(CC1CN(C1)C1=CC(=NC=C1)C(F)(F)F)=O